Cl.N[C@H](CN1C(C=2NC=3C=CC(=CC3C2C2=C(C1)C=CC=C2)F)=O)C[C@@H](CN)F 6-((2S,4S)-2,5-diamino-4-fluoropentyl)-11-fluoro-5,8-dihydrobenzo[5,6]azepino[3,4-b]indol-7(6H)-one hydrochloride salt